C(C)N1CC2(OC3(CC3)C1=O)CCN(CC2)CCC(C)C 12-Ethyl-8-isopentyl-4-oxa-8,12-diazadispiro[2.1.5.3]tridecan-13-on